C(C(C)(C)C)(=O)N[C@@H](CCCNC(N)=N)C(=O)O Nα-pivaloyl-L-arginine